4-Ethylbenzol C(C)C1=CC=CC=C1